ditrimellitic acid dianhydride C(C=1C(C(=O)O)=CC(C(=O)O)=CC1)(=O)OC(C=1C=C(C(C(=O)OC(C=2C(C(=O)O)=CC(C(=O)O)=CC2)=O)=CC1)C(=O)O)=O